2-(1H-imidazol-1-yl)-N-(4-oxocyclohexyl)-5H-pyrrolo[3,2-d]pyrimidine-4-carboxamide N1(C=NC=C1)C=1N=C(C2=C(N1)C=CN2)C(=O)NC2CCC(CC2)=O